C1CCC2CCCC12 perhydropentalene